ClC1=CN(C=2N=C(C=C(C21)NC2CCCC2)Cl)COCC[Si](C)(C)C 3,6-dichloro-N-cyclopentyl-1-((2-(trimethylsilyl)ethoxy)methyl)-1H-pyrrolo[2,3-b]pyridin-4-amine